Methyl 2-((4-(2,7-diazaspiro[3.5]nonan-2-yl)pyrimidin-5-yl)oxy)-5-fluorobenzoate hydrochloride Cl.C1N(CC12CCNCC2)C2=NC=NC=C2OC2=C(C(=O)OC)C=C(C=C2)F